2,5-Dibromo-1-[(1S,2S)-2-(trifluoromethyl)cyclopropyl]-1H-imidazol BrC=1N(C(=CN1)Br)[C@@H]1[C@H](C1)C(F)(F)F